FC1=C(C=CC=C1)C1=C(N=C(C=2N1N=CC2COC)N2CCC1(CC2)[C@@H](C=2C(=NC=CC2)C1)N)C (5S)-1'-[7-(2-fluorophenyl)-3-(methoxymethyl)-6-methyl-pyrazolo[1,5-a]pyrazin-4-yl]spiro[5,7-dihydrocyclopenta[b]pyridine-6,4'-piperidine]-5-amine